ClC1=CC=C(/C(=N\O)/Cl)C=C1 (E)-4-chloro-N-hydroxybenzimidoyl chloride